(7R)-2-{2-[1-(cyclopropylmethyl)-1H-pyrrolo[2,3-b]pyridin-2-yl]-1-{[1-(3-fluorobenzoyl)azetidin-3-yl]methyl}-7-methoxy-1H-1,3-benzodiazole-5-carbonyl}-2-azabicyclo[2.2.1]heptan-7-amine C1(CC1)CN1C(=CC=2C1=NC=CC2)C2=NC1=C(N2CC2CN(C2)C(C2=CC(=CC=C2)F)=O)C(=CC(=C1)C(=O)N1C2CCC(C1)[C@H]2N)OC